ClC1=C(C=C(C=C1)C(=O)N1CC2(CN(C2)C2=CC=CC=C2)CC1)O (4-Chloro-3-hydroxyphenyl)(2-phenyl-2,6-diazaspiro[3.4]octan-6-yl)methanone